7-fluoro-3-(methoxymethoxy)-8-methylnaphthalen-1-yl trifluoromethanesulfonate FC(S(=O)(=O)OC1=CC(=CC2=CC=C(C(=C12)C)F)OCOC)(F)F